C(C)(C)(C)NC(O[C@H]1C[C@H](CC1)C1=CC(=NN1)NC=1C(=NC(=CC1)C#N)C)=O (1R,3S)-3-(3-((6-cyano-2-methylpyridin-3-yl)amino)-1H-pyrazol-5-yl)cyclopentyl tert-butylcarbamate